C(C1=CC=CC=C1)N1[C@@H]2CC[C@@H]2[C@@]([C@@H]1C)(C)CC=C (1R,3S,4R,5R)-2-benzyl-3-methyl-4-allyl-4-methyl-2-azabicyclo[3.2.0]heptane